racemic-trans-6-(5-chloropyridin-3-yl)-4-azaspiro[2.4]heptane-7-carbonitrile ClC=1C=C(C=NC1)[C@@H]1CNC2(CC2)[C@H]1C#N |r|